ethyl 5-(1-(6-cyclopropylimidazo[1,2-a]pyridin-2-yl)-3-methoxy-3-oxopropyl)-1H-pyrazole-3-carboxylate C1(CC1)C=1C=CC=2N(C1)C=C(N2)C(CC(=O)OC)C2=CC(=NN2)C(=O)OCC